3-(3-Chloro-4-fluorophenyl)-1-(4-methoxy-2,6-dimethylphenyl)-1-((5-(trifluoromethyl)-1H-pyrazol-3-yl)methyl)urea ClC=1C=C(C=CC1F)NC(N(CC1=NNC(=C1)C(F)(F)F)C1=C(C=C(C=C1C)OC)C)=O